ClC1=CC(=C(S1)C1=CC=C(C(=N1)C)O[C@@H]1C[C@H](CCC1)C(=O)O)COC1=CC=CC=2OC(OCC21)(F)F (1S,3S)-3-((6-(5-Chloro-3-(((2,2-difluorobenzo[d][1,3]dioxan-5-yl)oxy)methyl)thiophen-2-yl)-2-methyl-pyridin-3-yl)oxy)cyclohexane-1-carboxylic acid